(RS)-(4-Pyrrolidin-3-yl-phenyl)-carbamic acid 2-(4-fluoro-phenyl)-ethylester FC1=CC=C(C=C1)CCOC(NC1=CC=C(C=C1)[C@@H]1CNCC1)=O |r|